C(C)C1=C(C=O)C=C(C(=C1)C=O)CC 2,5-diethyl-terephthalaldehyde